diethyl (5-tert-butyloxazol-2-yl)methylphosphonate C(C)(C)(C)C1=CN=C(O1)CP(OCC)(OCC)=O